ethylenebis(triphenylphosphine) platinum [Pt].C(CP(C1=CC=CC=C1)(C1=CC=CC=C1)C1=CC=CC=C1)P(C1=CC=CC=C1)(C1=CC=CC=C1)C1=CC=CC=C1